1-(4-methoxy-3-methylphenyl)cyclohexan-1-ol COC1=C(C=C(C=C1)C1(CCCCC1)O)C